C1(CC1)C=1NC(=NN1)C1CC2(CN(C2)C(=O)N2CC3(C2)CC(C3)CC=3C=CC(=C(C#N)C3)C(F)(F)F)C1 5-[[2-[6-(5-cyclopropyl-4H-1,2,4-triazol-3-yl)-2-azaspiro[3.3]heptane-2-carbonyl]-2-azaspiro[3.3]heptan-6-yl]methyl]-2-(trifluoromethyl)benzonitrile